C(C)(=O)O[C@@H](C(=O)OCC)CC1=C(C=CC(=C1)O[Si](C)(C)C(C)(C)C)OCC1=CC=CC=C1 (R)-ethyl 2-acetoxy-3-(2-(benzyloxy)-5-((tert-butyldimethylsilyl)oxy)phenyl)propanoate